COC1=C(C=C(C=C1)N(C1=NC(=NC2=CC=CC=C12)C)C)C1(CCC1)C(=O)N 1-(2-Methoxy-5-(methyl-(2-methylquinazolin-4-yl)amino)phenyl)cyclobutane-1-carboxamide